Cl.C1(=CC=CC=C1)NC1=CC=C(C=C1)N N-phenyl-p-phenylenediamine HCl